2-[2-(4,4-difluorocyclohexen-1-yl)-4-(trifluoromethyl)phenyl]-6-methyl-1H-pyridin-4-one FC1(CC=C(CC1)C1=C(C=CC(=C1)C(F)(F)F)C=1NC(=CC(C1)=O)C)F